2,3-dimethoxyphenylacetylene COC1=C(C=CC=C1OC)C#C